N1=CN=C(C=C1)C=CC1=CC(=NC=C1)C1=NC=CC(=C1)C=CC1=NC=NC=C1 4,4'-bis(2-(4-pyrimidinyl)vinyl)-2,2'-bipyridine